3',4'-dihydrospiro[cyclopropane-1,2'-pyrido[4,3-b][1,4]oxazine] O1C2=C(NCC13CC3)C=NC=C2